3-(((3-chloro-1-(5-(3-cyano-4-isopropoxyphenyl)-1,2,4-oxadiazol-3-yl)-1H-indol-5-yl)methyl)amino)propionic acid ClC1=CN(C2=CC=C(C=C12)CNCCC(=O)O)C1=NOC(=N1)C1=CC(=C(C=C1)OC(C)C)C#N